FC(C=O)(C(C)C)F 2,2-difluoro-3-methylbutyraldehyde